NCC(=O)N1C(C=2N(CC1)C(=C(N2)C2=CC=C(C=C2)F)NC=2C=NC(=CC2)OC)(C)C 2-amino-1-(2-(4-fluorophenyl)-3-((6-methoxypyridin-3-yl)amino)-8,8-dimethyl-5,6-dihydroimidazo[1,2-a]pyrazin-7(8H)-yl)ethan-1-one